N1=C(C=CC=C1)C1=NC2=CC(=CC=C2C=C1)C(=O)O 2-(pyridin-2-yl)quinoline-7-carboxylic acid